4-(1-(4-fluorobenzoyl)-1H-pyrrolo[2,3-c]pyridin-4-yl)benzonitrile FC1=CC=C(C(=O)N2C=CC=3C2=CN=CC3C3=CC=C(C#N)C=C3)C=C1